O=C1N(C=CC=C1)[C@@H](CNS(=O)(=O)C)CO[C@@H]1CC[C@@H](CC1)C1=CC=CC=C1 |o1:7| (S or R)-N-[2-(2-oxo-1,2-dihydropyridin-1-yl)-3-{[(CIS)-4-phenylcyclohexyl]oxy}propyl]methane-sulfonamide